P(=O)([O-])([O-])[O-].[Ni+2].[Mn+2].[Fe+2].[Li+] lithium iron manganese nickel phosphate